d-lysine methyl ester dihydrochloride Cl.Cl.COC([C@H](N)CCCCN)=O